C1(CCC1)N1C(=NC2=C1C=C(C=C2)N2C(CCC2)=O)C=2N(C(C(=C(N2)C(=O)NC=2C=NOC2)O)=O)C 2-(1-Cyclobutyl-6-(2-oxopyrrolidin-1-yl)-1H-benzo[d]imidazol-2-yl)-5-hydroxy-N-(isoxazol-4-yl)-1-methyl-6-oxo-1,6-dihydropyrimidine-4-carboxamide